2,2-difluoro-2-(pyrimidin-4-yl)acetic acid FC(C(=O)O)(C1=NC=NC=C1)F